N-(2-ethoxyphenyl)-N'-(4-dodecylphenyl)oxamide C(C)OC1=C(C=CC=C1)NC(=O)C(=O)NC1=CC=C(C=C1)CCCCCCCCCCCC